CC[C@@]12CCCN3[C@@H]1[C@@]4(CC3)C5=CC(=C(C=C5NC4=C(C2)C(=O)OC)OC)O The molecule is an indole alkaloid that is the 14-15-dihydro derivative of jerantinine A. Isolated from Tabernaemontana corymbosa, it exhibits cytotoxicity against human KB cells. It has a role as a metabolite and an antineoplastic agent. It is an alkaloid ester, an indole alkaloid, an aromatic ether, a member of phenols, a methyl ester and an organic heteropentacyclic compound. It derives from a jerantinine A.